OC(CC(=O)OC(C)C)C isopropyl 3-hydroxybutyrate